4-(α-butylethenyl)styrene C(CCC)C(=C)C1=CC=C(C=C)C=C1